2-[(2E)-2-(aminomethyl)-3-fluoroprop-2-en-1-yl]-6-[4-(morpholin-4-ylsulfonyl)phenyl][1,2,4]triazolo[4,3-a]pyridin-3(2H)-one NC/C(/CN1N=C2N(C=C(C=C2)C2=CC=C(C=C2)S(=O)(=O)N2CCOCC2)C1=O)=C\F